C[Sn](C1=CC=C(S1)C1=CC=C(C2=NSN=C21)C=2SC(=CC2)[Sn](C)(C)C)(C)C 4,7-bis(5-(trimethylstannyl)thiophen-2-yl)benzo[c][1,2,5]thiadiazole